C(C1=CC=CC=C1)OC(=O)N1CC2(C(NS(N2)(=O)=O)=O)CCC1 oxo-2-thia-1,3,7-triazaspiro[4.5]decane-7-carboxylic acid benzyl ester 2,2-dioxide